C1(CC1)N(CC1=C(C=C(C=C1)OC)OC)C(C)=O [cyclopropyl-[(2,4-dimethoxyphenyl)methyl]amino]ethanone